7-methyl-7H-di-benzo[c,g]carbazole CN1C=2C=CC3=C(C2C=2C4=C(C=CC12)C=CC=C4)C=CC=C3